OC1(C(=O)N(C(C1)=O)O)S(=O)(=O)O hydroxy-sulfo-N-hydroxysuccinimide